FC1=C2C=CC=NC2=CC=C1NC1=NC=NC2=CC(=CC(=C12)O[C@@H]1C(N(CC1)C)=O)C=1C=NN(C1)C (S)-3-((4-((5-fluoroquinolin-6-yl)amino)-7-(1-methyl-1H-pyrazol-4-yl)quinazolin-5-yl)oxy)-1-methylpyrrolidin-2-one